C(CCCCC)(=O)OOS(=O)(=O)C1=CC=C(C)C=C1 p-toluenesulfonyloxy caproate